FC=1C2=C(N3CCC(CC13)N1C(C(CC1)OCC1NCC1)=O)N=CC(=C2)C(F)(F)F 2-(((1-(5-fluoro-3-(trifluoromethyl)-6,7,8,9-tetrahydropyrido[3,2-b]indolizin-7-yl)-2-oxopyrrolidin-3-yl)oxy)methyl)azetidin